FCC(C(=O)O)=C (fluoromethyl)acrylic acid